[O-2].[Y+3].[Y+3].[Y+3] tri-yttrium oxide